phosphoric acid cobalt sodium pyrophosphate [O-]P([O-])(=O)OP(=O)([O-])O.[Na+].[Co+2].P(O)(O)(O)=O